(4-(2-cyclopentylthio-4-methyl-thiazole-5-yl)Pyrimidin-2-yl)-5,6,7,8-tetrahydro-1,6-naphthyridin C1(CCCC1)SC=1SC(=C(N1)C)C1=NC(=NC=C1)C1=NC=2CCNCC2C=C1